BrC1=CC=CC=2N(C(N(C21)CC)=O)C=2SC(=NN2)C(F)F 4-bromo-1-[5-(difluoromethyl)-1,3,4-thiadiazol-2-yl]-3-ethyl-1,3-benzodiazol-2-one